C(C)(C)(C)OC(=O)N1CC(C2(CC1)CC=CCC2)C2=C(C1=C(N=CN=C1N)N2C(F)F)Br (4-amino-5-bromo-7-(difluoromethyl)-7H-pyrrolo[2,3-d]pyrimidin-6-yl)-3-azaspiro[5.5]undec-8-ene-3-carboxylic acid tert-butyl ester